C1(CCCC(N1)=O)=O (R)-GLUTARIMIDE